CC=1N=C(N=NC1C1=C(C=C(C=C1)C=C)O)N[C@H]1CN(CCC1)C (R)-2-(5-methyl-3-((1-methylpiperidin-3-yl)amino)-1,2,4-triazin-6-yl)-5-vinylphenol